2-(3-((2-(methacryloyloxy) ethyl) dimethylamino) propionamido)-2-methylpropane-1-sulfonate C(C(=C)C)(=O)OCCCN(CCC(=O)NC(CS(=O)(=O)[O-])(C)C)C